methyl 3-chloro-2-(2-chloroethoxy)-5-(2-(4-((2-(methylsulfonamido)pyrimidin-4-yl)methoxy)phenyl)propan-2-yl)benzoate ClC=1C(=C(C(=O)OC)C=C(C1)C(C)(C)C1=CC=C(C=C1)OCC1=NC(=NC=C1)NS(=O)(=O)C)OCCCl